3-chloro-2-[(2-fluorophenyl)methyl]-6-[(1R,2S)-2-(trifluoromethyl)cyclopropyl]pyrazolo[3,4-d]pyridazin-7-one ClC=1N(N=C2C(N(N=CC21)[C@H]2[C@H](C2)C(F)(F)F)=O)CC2=C(C=CC=C2)F